ClC=1C=C(C=CC1)NS(=O)(=O)C=1C=CC(=C(C1)NC(CC)=O)O N-(5-(N-(3-chlorophenyl)sulfamoyl)-2-hydroxyphenyl)propionamide